FC(C(=O)O)(F)F.CNC1C=C(C1)C1=CC(=CC=C1)C1(CC1)C(F)(F)F N-Methyl-3-(3-(1-(trifluoromethyl)cyclopropyl)phenyl)cyclobut-2-en-1-amine, trifluoroacetate salt